F[C@H]1[C@@H](CN(CC1)C=1N(C=2C(=NC=C(C2)F)N1)CC=1SC(=NN1)C)N (3r,4r)-4-fluoro-1-(6-fluoro-1-((5-methyl-1,3,4-thiadiazol-2-yl)methyl)-1H-imidazo[4,5-b]pyridin-2-yl)piperidin-3-amine